FC(OC1=C(C=C(C=C1)C(CS(=O)(=O)C)N1C(C2=C(C=CC(=C2C1=O)NC(C)=O)F)=O)OCC)F N-(2-(1-(4-(difluoromethoxy)-3-ethoxyphenyl)-2-(methylsulfonyl)ethyl)-7-fluoro-1,3-dioxoisoindolin-4-yl)acetamide